C(C(=C)C)(=O)O.B(F)(F)F trifluoro-boric acid methacrylate